(R)-2-chloro-N-(5-chloro-6-((R)-2-hydroxypropoxy)pyridin-3-yl)-8-methyl-8-(trifluoromethyl)-7,8-dihydro-6H-pyrazolo[1,5-a]pyrrolo[2,3-e]pyrimidine-6-carboxamide ClC1=NN2C(N=CC3=C2[C@@](CN3C(=O)NC=3C=NC(=C(C3)Cl)OC[C@@H](C)O)(C(F)(F)F)C)=C1